(1R,6R,7R)-4-fluoro-N-(4-fluorophenylethyl)-2-methyl-3-oxo-2-azabicyclo[4.2.0]oct-4-ene-7-sulfonamide FC=1C(N([C@@H]2C[C@H]([C@@H]2C1)S(=O)(=O)NCCC1=CC=C(C=C1)F)C)=O